N-[(2-Amino-3-pyridyl)sulfonyl]-6-(3-fluoro-5-methoxyphenyl)-2-[(4S)-2,2,4-trimethylpyrrolidin-1-yl]pyridin-3-carboxamid NC1=NC=CC=C1S(=O)(=O)NC(=O)C=1C(=NC(=CC1)C1=CC(=CC(=C1)OC)F)N1C(C[C@@H](C1)C)(C)C